Cl.C1(=CC=CC=C1)C1N(CCC1)CCO 2-(2-phenylpyrrolidin-1-yl)ethane-1-ol hydrochloride